FC1=C(C=CC2=C1NC(=N2)C2=CC=C(C=C2)S(=O)(=O)C)C2CCN(CC2)C2CC1CCC(C2)N1CC(C)C 7-Fluoro-6-(1-(8-isobutyl-8-azabicyclo[3.2.1]octan-3-yl)piperidin-4-yl)-2-(4-(methylsulfonyl)phenyl)-1H-benzo[d]imidazol